4,4'-methylenebis(2,6-di(n-pentyl)cyclohexylamine) C(C1CC(C(C(C1)CCCCC)N)CCCCC)C1CC(C(C(C1)CCCCC)N)CCCCC